COC=1C=C(C=C(C1)C=1C=NN(C1)C)[C@@H](C)NC(C1=C(C=CC(=C1)N1CCNCC1)C)=O N-[(1R)-1-[3-methoxy-5-(1-methylpyrazol-4-yl)phenyl]ethyl]-2-methyl-5-piperazin-1-yl-benzamide